N-(5-(2,5-difluorobenzyl)-1H-indazol-3-yl)-4-(4-methylpiperazin-1-yl)-2-((oxetan-3-ylmethyl)amino)benzamide FC1=C(CC=2C=C3C(=NNC3=CC2)NC(C2=C(C=C(C=C2)N2CCN(CC2)C)NCC2COC2)=O)C=C(C=C1)F